C=C(C(=O)ONC1=CC=C(C=C1)O)C(=O)[O-] ((4-hydroxyphenyl) amino) methylenemalonate